3-chloro-5-(3-methylmorpholin-4-yl)aniline ClC=1C=C(N)C=C(C1)N1C(COCC1)C